((1S,4S,7S)-7-amino-2-aza-bicyclo[2.2.1]heptan-2-yl)-5-(4-chloro-2-ethyl-2H-indazol-5-yl)-3-methyl-3,7-dihydro-4H-pyrrolo[2,3-d]pyrimidin-4-one N[C@@H]1[C@H]2N(C[C@@H]1CC2)C=2N(C(C1=C(N2)NC=C1C1=C(C2=CN(N=C2C=C1)CC)Cl)=O)C